ClC=1C=CC2=C(C[C@@H](CC=3N2C(=NN3)[C@@H]3CC[C@H](CC3)OC3=NC=CC=C3)N(CC)CC)C1 (5S)-8-chloro-N,N-diethyl-1-[trans-4-(pyridin-2-yloxy)cyclohexyl]-5,6-dihydro-4H-[1,2,4]triazolo[4,3-a][1]benzazepin-5-amine